O(C1=CC=CC=C1)C1=CC=C(NC2=NC(=NC=C2)C#N)C=C1 4-(4-phenoxyanilino)pyrimidine-2-carbonitrile